ClC1=C(C(=CC=C1)N1CCN(CC1)C(C)C)NC(=O)N1CCC(CC1)(C)C1=NOC(=N1)[C@@H]1[C@@H](C1)F N-{2-chloro-6-[4-(propan-2-yl)piperazin-1-yl]phenyl}-4-{5-[(1r,2r)-2-fluorocyclopropyl]-1,2,4-oxadiazol-3-yl}-4-methylpiperidine-1-carboxamide